isopropenyl-t-butyl cumyl peroxide C(C)(C)(C1=CC=CC=C1)OOC(CC(=C)C)(C)C